2-(bromomethyl)tetrahydropyran BrCC1OCCCC1